2-(4-(benzo[d]thiazol-2-ylmethyl)piperazin-1-yl)-6-ethyl-4-isopropoxybenzonitrile S1C(=NC2=C1C=CC=C2)CN2CCN(CC2)C2=C(C#N)C(=CC(=C2)OC(C)C)CC